CC1(CCC2(CCC3(C4(CCC5C(C(C=CC5(C4CC4C3(O4)C2C1)C)=O)(C)C)C)C)C(=O)[O-])C 3,3,6b,10,10,12a,12b-heptamethyl-9-oxo-2,3,4,4a,6,6a,6b,9,10,10a,11,12,12a,12b,13,14-hexadecahydro-1H-piceno[12b,13-b]oxirene-14a(5aH)-carboxylate